(2,2-dimethyl-1,3-dioxan-5-yl)-2,2-dimethyl-3,3-diphenyl-8-aza-4-oxa-3-silanonane CC1(OCC(CO1)CC([Si](OCCCNC)(C1=CC=CC=C1)C1=CC=CC=C1)(C)C)C